4-(2-bromoethoxy)-2-fluoro-1-methanesulfonylbenzene BrCCOC1=CC(=C(C=C1)S(=O)(=O)C)F